ethyl-diethylmethylethanolamine C(C)C(O)(CN(CC)CC)C